dibenzyl 2,2'-(2,5-dioxopiperazine-1,4-diyl)diacetate O=C1N(CC(N(C1)CC(=O)OCC1=CC=CC=C1)=O)CC(=O)OCC1=CC=CC=C1